N[C@@H](CCC#N)C1=CC(=CC=C1)C(=O)N1CCN(CC1)C (S)-4-amino-4-(3-(4-methylpiperazine-1-carbonyl)phenyl)butanenitrile